BrC1=CC2=C(C3=C(O2)C=CC=C3)C=C1 7-bromodibenzo[b,d]furan